(S,E)-{1-cyclopropyl-2-[(2-oxo-2-{tert-butyl 4-[5-(trifluoromethyl)pyrimidin-2-yl]piperazin-1-yl}ethoxy)imino]ethyl}carbamate C1(CC1)[C@@H](/C=N/OCC(N1C(CN(CC1)C1=NC=C(C=N1)C(F)(F)F)C(C)(C)C)=O)NC([O-])=O